O1C(NCC1)=S oxazolidinthione